tert-butyl 4-(5-benzyloxycarbonyl-3-chloro-2-pyridyl)piperazine-1-carboxylate C(C1=CC=CC=C1)OC(=O)C=1C=C(C(=NC1)N1CCN(CC1)C(=O)OC(C)(C)C)Cl